C(C)C(CC)C(CC)CC 3,4-Diethylhexan